1-(5-chloro-4-(4-fluoro-2-methoxyphenyl)pyridin-2-yl)-3-((1r,4r)-4-((tetrahydrofuran-3-yl)amino)cyclohexyl)urea ClC=1C(=CC(=NC1)NC(=O)NC1CCC(CC1)NC1COCC1)C1=C(C=C(C=C1)F)OC